ClC1=CC(=C(C=C1)N1CC2(CC2C1)C#CC1=NC=CC=C1)F 3-(4-chloro-2-fluorophenyl)-1-(pyridin-2-ylethynyl)-3-azabicyclo[3.1.0]hexane